6-(5-methylthiazol-2-yl)-N-[[3-(trifluoromethyl)-1,2,4-oxadiazol-5-yl]methyl]pyrido[2,3]pyrimidin-4-amine CC1=CN=C(S1)C=1C=CC2=C(C(=NC=N2)NCC2=NC(=NO2)C(F)(F)F)N1